(6-(1,3-dioxoisoindolin-2-yl) hexyl) thioacetate C(C)(=S)OCCCCCCN1C(C2=CC=CC=C2C1=O)=O